boc-guanidine CC(C)(C)OC(=O)N=C(N)N